OC[C@@H]1CN(CC1)/C(=N/C(=O)OCC1=CC=C(C=C1)[N+](=O)[O-])/NC(OCC1=CC=C(C=C1)[N+](=O)[O-])=O 4-nitrobenzyl (S,E)-((3-(hydroxymethyl)pyrrolidin-1-yl)((((4-nitrobenzyl)oxy)carbonyl)imino) methyl)carbamate